C1(=C(C=CC=C1)S(=O)CC(=O)C1=CC=C(C=C1)C1=NOC(=N1)C(F)(F)F)C 2-(o-tolylsulfinyl)-1-(4-(5-(trifluoromethyl)-1,2,4-oxadiazol-3-yl)phenyl)ethan-1-one